1-(4-(((2-((2-chloro-3-(3'-chloro-6-methoxy-5-(((2-methoxyethyl)amino)methyl)-[2,4'-bipyridin]-2'-yl)phenyl)amino)-3-fluoropyridin-4-yl)methyl)amino)piperidin-1-yl)ethan-1-one ClC1=C(C=CC=C1C1=NC=CC(=C1Cl)C1=NC(=C(C=C1)CNCCOC)OC)NC1=NC=CC(=C1F)CNC1CCN(CC1)C(C)=O